undecylaminopropyl methyl sulfate ammonium [NH4+].S(=O)(=O)(OCCCNCCCCCCCCCCC)OC